3-acetyl-1-(2-((2-((3-chloro-2-fluorophenylmethyl)amino)-2-oxoethyl)(isopropyl)amino)-2-oxoethyl)-N-(pyridin-3-ylmethyl)-1H-indole-5-carboxamide C(C)(=O)C1=CN(C2=CC=C(C=C12)C(=O)NCC=1C=NC=CC1)CC(=O)N(C(C)C)CC(=O)NCC1=C(C(=CC=C1)Cl)F